5-(2-morpholinoethoxy)-2-(benzo[d][1,3]dioxol-6-yl)naphthalene-1,4-dione O1CCN(CC1)CCOC1=C2C(C=C(C(C2=CC=C1)=O)C=1C=CC2=C(OCO2)C1)=O